COC([C@H](C(C)C)OC1=C(C=C(C=C1)Br)C1=NOCC1OCC)=O (2S)-2-[4-bromo-2-(4-ethoxy-4,5-dihydroisoxazol-3-yl)phenoxy]-3-methylbutanoic acid methyl ester